C12CN(CC(CC1)O2)C=2C=C1C(=CC=NC1=CC2)C(=O)NCC(=O)N2CSC[C@H]2C#N 6-(8-oxa-3-azabicyclo[3.2.1]oct-3-yl)-N-(2-((R)-4-cyanothiazolidin-3-yl)-2-oxoethyl)quinoline-4-carboxamide